C(C(=C)C)(=O)OCCC[SiH3] 3-(methacryloyloxy)propyl-silane